8-fluoro-2-[(8R)-2-methyl-5-oxa-2-azaspiro[3.5]nonan-8-yl]-3,4-dihydro-1H-isoquinoline-6-carbohydroxamic acid FC=1C=C(C=C2CCN(CC12)[C@@H]1CCOC2(CN(C2)C)C1)C(=O)NO